ClC1=C(C(=CC=C1)Cl)C(C)N1N=CC(=C1)C#C 1-(1-(2,6-dichlorophenyl)ethyl)-4-ethynyl-1H-pyrazole